tert-Butyl (5-amino-4-methylpyridin-2-yl)(isopropyl)carbamate NC=1C(=CC(=NC1)N(C(OC(C)(C)C)=O)C(C)C)C